N[C@@]1(CN(CC1)C1=C(C=NC=C1C=1NC=2C(=NC=CC2)N1)C=1C=CC(=C(C#N)C1)F)C 5-{4-[(3S)-3-amino-3-methylpyrrolidin-1-yl]-5-{1H-imidazo[4,5-b]pyridin-2-yl}pyridin-3-yl}-2-fluorobenzonitrile